6-Chloro-7-fluoro-4-oxochromane-2-carboxylic acid ClC=1C=C2C(CC(OC2=CC1F)C(=O)O)=O